C1(CC1)CN1C(=CC2=CC(=C(C=C12)C1=NN=NN1)F)C1=CC=C(C=C1)NC(C(=O)OC)=C=O methyl 2-((4-(1-(cyclopropylmethyl)-5-fluoro-6-(1H-tetrazol-5-yl)-1H-indol-2-yl)phenyl)amino)-2-carbonylacetate